ClC1=C(C=C(C#N)C=C1)C=1NC2=CC(=C(C(=C2C(C1)=O)F)C1=CC(=NC=C1)C(F)(F)F)F 4-chloro-3-(5,7-difluoro-4-oxo-6-(2-(trifluoromethyl)pyridin-4-yl)-1,4-dihydroquinolin-2-yl)benzonitrile